(3AS,5S,6R,6aS)-5-((s)-(3-(4-chlorobenzyl)-4-methylphenyl)(hydroxy)methyl)-2,2-dimethyltetrahydrofurano[2,3-d][1,3]dioxol-6-ol ClC1=CC=C(CC=2C=C(C=CC2C)[C@@H]([C@H]2[C@H]([C@H]3[C@H](OC(O3)(C)C)O2)O)O)C=C1